(tetrahydro-2H-thiopyran-4-yl)piperazine S1CCC(CC1)N1CCNCC1